[Cl-].C(#N)C1=NN(N([NH2+]1)C1=CC=C(C=C1)C)C1=CC=C(C=C1)C 5-cyano-2,3-di(4-methylphenyl)tetrazolium chloride